O.O.S(=O)(=O)(OS(=O)(=O)O)OS(=O)(=O)O.[Na] sodium disulfo sulphate dihydrate